4-di-tert-butylphosphino-N,N-dimethyl-aniline C(C)(C)(C)P(C1=CC=C(N(C)C)C=C1)C(C)(C)C